C(#N)C=1C(=C(C(=NC1)NC(=O)N1CCCC2=CC(=C(N=C12)C=O)CN(C(=O)[C@@H]1OCCC1)C)F)NCCOC (R)-N-(5-Cyano-3-fluoro-4-((2-methoxyethyl)amino)pyridin-2-yl)-7-formyl-6-((N-methyltetrahydrofuran-2-carboxamido)methyl)-3,4-dihydro-1,8-naphthyridin-1(2H)-carboxamide